FC=1C=C(CN2CC(C2)S(=O)(=O)N2C3=C(OCC2)C(=CN=C3)C3=CC=C(C#N)C=C3)C=CC1 4-(4-((1-(3-fluorobenzyl)azetidin-3-yl)sulfonyl)-3,4-dihydro-2H-pyrido[4,3-b][1,4]oxazin-8-yl)-benzonitrile